2-chloro-N-phenyl-N-prop-2-enyl-acetamide ClCC(=O)N(CC=C)C1=CC=CC=C1